1,5-pentanediamine dihydrochloride Cl.Cl.C(CCCCN)N